5-((1-(3-bromophenyl)-3-methylcyclobutyl)methyl)-4-methyl-4H-1,2,4-triazole-3-thiol BrC=1C=C(C=CC1)C1(CC(C1)C)CC=1N(C(=NN1)S)C